methyl 3-(3-ethyl-1-methyl-1H-pyrazol-4-yl)-5-fluorobenzoate C(C)C1=NN(C=C1C=1C=C(C(=O)OC)C=C(C1)F)C